F[NH2+]CCC1=CC=CC=C1 fluorophenethyl-ammonium